N-{3-methyl-4-[(1-methyl-1,3-benzodiazol-5-yl)methyl]phenyl}-6-[(3R)-3-methylpiperazin-1-yl]pyrido[3,2-d]pyrimidin-4-amine hydrochloride Cl.CC=1C=C(C=CC1CC1=CC2=C(N(C=N2)C)C=C1)NC=1C2=C(N=CN1)C=CC(=N2)N2C[C@H](NCC2)C